C(C)(C)NC(C1=C(C=CC=C1)NC1=NC(=NC=C1C(F)(F)F)NC1=CC=C(C=C1)CNC1=CC(=CC=C1)C1CNCCC1)=O N-isopropyl-2-((2-(4-(((3-(piperidin-3-yl)phenyl)amino)methyl)phenylamino)-5-(trifluoromethyl)pyrimidin-4-yl)amino)benzamide